C(C)OC([C@@H](O)C)=O EthylL-lactate